C(C)(C)(C)OC(NCCN1C([C@@H](N=C(C2=C1C=CC(=C2)Cl)C2=CC=CC=C2)[C@@H](C)CC)=O)=O (2-((S)-3-((S)-sec-butyl)-7-chloro-2-oxo-5-phenyl-2,3-dihydro-1H-benzo[e][1,4]diazepin-1-yl)ethyl)carbamic acid tert-butyl ester